lanthanum caproate C(CCCCC)(=O)[O-].[La+3].C(CCCCC)(=O)[O-].C(CCCCC)(=O)[O-]